C1=CC=CC=2C3=CC=CC=C3C(C12)COC(=O)N[C@@H](CCCCNC(CC1(C\C=C\CCCC1)O)=O)C(=O)O N2-(((9H-fluoren-9-yl)methoxy)carbonyl)-N6-(2-((E)-1-hydroxycyclooct-3-en-1-yl)acetyl)-L-lysine